ClC1=C(OCC2CC2)C(=CC(=C1)C1=NC(=CC(=N1)OC1CCC1)C)F 2-[2-chloro-4-(4-Cyclobutoxy-6-methylpyrimidin-2-yl)-6-fluorophenoxymethyl]-cyclopropan